[O-2].[Zn+2].[Mn+2].[Cu+2].[O-2].[O-2] copper-manganese-zinc oxide